8-[(2s,5r)-4-[(4-fluorophenyl)(1,2-thiazol-4-yl)methyl]-2,5-dimethylpiperazin-1-yl]-5-methyl-6-oxo-5,6-dihydro-1,5-naphthyridine-2-carbonitrile FC1=CC=C(C=C1)C(N1C[C@@H](N(C[C@H]1C)C1=CC(N(C=2C=CC(=NC12)C#N)C)=O)C)C=1C=NSC1